tert-butyl 3-{2-[(1r,4r)-4-({2,3,5-trifluoro-4-[(4-methoxyphenyl)methoxy]benzamido}methyl)cyclohexyl]-2H-indazol-6-yl}-5,6-dihydroimidazo[1,2-a]pyrazine-7(8H)-carboxylate FC1=C(C(=O)NCC2CCC(CC2)N2N=C3C=C(C=CC3=C2)C2=CN=C3N2CCN(C3)C(=O)OC(C)(C)C)C=C(C(=C1F)OCC1=CC=C(C=C1)OC)F